C(C)(C)(CC)NC([O-])=O tert-pentylcarbamate